NC1=NC=2C=CC(=CC2C2=C1C=NN2C)C(=O)N(CC2=CC=C(C=C2)C(F)(F)F)OC\C=C\Cl (E)-4-amino-N-((3-chloroallyl)oxy)-1-methyl-N-(4-(trifluoromethyl)benzyl)-1H-pyrazolo[4,3-c]quinoline-8-carboxamide